COC1=CC=C(CN(S(=O)(=O)C=2C(=NN(C2)C(C(=O)OC)(C)C)C)CC2=CC=C(C=C2)OC)C=C1 methyl 2-(4-(N,N-bis(4-methoxybenzyl)sulfamoyl)-3-methyl-1H-pyrazol-1-yl)-2-methylpropanoate